C(=O)O.C(C)OC1=NC=CC=C1C1=NC=2CN(CC3(C2C=C1)CCN(CC3)C=3C(=NC(=CC3)OC)C(F)(F)F)C(=O)OC3CNC3 azetidin-3-yl 2'-(2-ethoxypyridin-3-yl)-1-(6-methoxy-2-(trifluoromethyl)pyridin-3-yl)-6'H-spiro[piperidine-4,5'-[1,7]naphthyridine]-7'(8'H)-carboxylate formate salt